(1R,3R)-3-ethoxycarbonylcyclohexanecarboxylic acid C(C)OC(=O)[C@H]1C[C@@H](CCC1)C(=O)O